(3-(2,3,4,5-Tetramethylcyclopentadienyl)propoxy)titanium Dichloride [Cl-].[Cl-].CC=1C(C(=C(C1C)C)C)CCCO[Ti+2]